[C@]12(C(=O)CC(CC1)C2(C)C)CS(=O)(=O)O.FC2(C[C@H](CNC2)N2S(C(CC2)(C)C)(=O)=O)F 2-[(3R)-5,5-difluoropiperidin-3-yl]-5,5-dimethyl-1λ6,2-thiazolidine-1,1-dione, (1S)-(+)-10-camphorsulfonic acid salt